NNC(=N)N Amino-Guanidin